F[P-](F)(F)(F)(F)F.C(CCCCCCC)[N+]1=CC=CC=C1 N-octylpyridinium hexafluorophosphate salt